NC=1C2=C(N=CN1)N(C(=C2C2=CC=C(C=C2)C(=O)N2C1(CC(C2)C1)CO)C1=CC=C(C=C1)NC(C(=C)C)=O)C N-(4-(4-amino-5-(4-(1-(hydroxymethyl)-2-aza-bicyclo[2.1.1]hexane-2-carbonyl)phenyl)-7-methyl-7H-pyrrolo[2,3-d]pyrimidin-6-yl)phenyl)methacrylamide